2,3-bis-trifluoromethyl-5-(2-thienyl)-8-(2,4-bis-trifluoromethylphenyl)pyrazino[2,3-D]pyridazine FC(C=1C(=NC=2C(=C(N=NC2C=2SC=CC2)C2=C(C=C(C=C2)C(F)(F)F)C(F)(F)F)N1)C(F)(F)F)(F)F